Ethyl 2-(1-(4-aminobenzyl)-3,5-dimethyl-1H-pyrazol-4-yl)acetate NC1=CC=C(CN2N=C(C(=C2C)CC(=O)OCC)C)C=C1